6'-(5-((2-(4-methylpiperazin-1-yl)pyridin-4-yl)amino)-1H-pyrrolo[2,3-b]pyridin-3-yl)spiro[cyclohexane-1,1'-isoindolin]-3'-one CN1CCN(CC1)C1=NC=CC(=C1)NC=1C=C2C(=NC1)NC=C2C2=CC=C1C(NC3(C1=C2)CCCCC3)=O